ClC1=CC(=C(C=C1F)NC=1N(C2=NC(=NC=C2N1)N[C@H]1[C@@H](CCC1)O)C1CCC(CC1)C(=O)N)F (1S,4s)-4-(8-(4-chloro-2,5-difluorophenylamino)-2-((1R,2R)-2-hydroxycyclopentylamino)-9H-purin-9-yl)cyclohexanecarboxamide